3-chloro-4-(oxetan-3-yloxy)aniline tert-butyl-(2-((8-((3,4-dichlorophenyl)amino)benzo[b][1,5]naphthyridin-10-yl)amino)ethyl)carbamate C(C)(C)(C)N(C(O)=O)CCNC1=C2C(=NC3=CC=CN=C13)C=CC(=C2)NC2=CC(=C(C=C2)Cl)Cl.ClC=2C=C(N)C=CC2OC2COC2